3-methoxy-6-(3-methoxy-4-(4-(trifluoromethoxy)benzyloxy)phenylamino)quinoxaline-5-carbonitrile COC=1C=NC=2C=CC(=C(C2N1)C#N)NC1=CC(=C(C=C1)OCC1=CC=C(C=C1)OC(F)(F)F)OC